ClC=1C=C(C(=NC1)C(=O)NCCO)SCC 5-chloro-3-ethylsulfanyl-N-(2-hydroxyethyl)pyridine-2-carboxamide